CCCCCCCCCCCCCCCC(=O)OC[C@H](COP(=O)([O-])OC[C@H](CO)O)O The molecule is a 1-acyl-sn-glycero-3-phospho-(1'-sn-glycerol)(1-) in which the acyl group is specified as hexadecanoyl (palmitoyl); major species at pH 7.3. It is a conjugate base of a 1-hexadecanoyl-sn-glycero-3-phospho-(1'-sn-glycerol).